FC1=CC=C2[C@H](C(COC2=C1)(C)C)CS(=O)(=O)N |o1:5| (S*)-(7-fluoro-3,3-dimethylchroman-4-yl)methanesulfonamide